(R/S)-1-(Azetidin-2-ylmethyl)-6-[2-fluoro-3-(trifluoromethyl)phenyl]-3H-imidazo[4,5-b]pyridin-2-one N1[C@H](CC1)CN1C(NC2=NC=C(C=C21)C2=C(C(=CC=C2)C(F)(F)F)F)=O |r|